C(=O)(O)C1=CC=C(OC2=CC=C(C=C2)OC2=CC=C(C=C2)OC2=CC=C(C=C2)C(=O)O)C=C1 bis{4-(4-carboxyphenoxy)phenyl} ether